N1N2C(=CNC1)C=CC=C2 2,3-dihydro-1H-pyrido[2,1-f][1,2,4]triazine